tert-butyl (5-(4,4,5,5-tetramethyl-1,3,2-dioxaborolan-2-yl)pyrimidin-2-yl)carbamate CC1(OB(OC1(C)C)C=1C=NC(=NC1)NC(OC(C)(C)C)=O)C